ClC=1N=C(N2C1C(=CC(=C2)S(=O)(=O)NC2(COC2)C)N2C[C@@H](N[C@H](C2)C)CO)C=2SC(=NN2)C(F)F 1-chloro-3-(5-(difluoromethyl)-1,3,4-thiadiazol-2-yl)-8-((3R,5S)-3-(hydroxymethyl)-5-methylpiperazin-1-yl)-N-(3-methyloxetane-3-yl)imidazo[1,5-a]pyridine-6-sulfonamide